7-((1H-indazol-4-yl)methyl)-9-methyl-2-((5-methylpyrazolo[1,5-a]pyrimidin-7-yl)methyl)-7,9-dihydro-8H-pyrido[3',2':4,5]pyrrolo[2,3-d]pyridazin-8-one N1N=CC2=C(C=CC=C12)CN1N=CC2=C(C1=O)N(C1=C2C=CC(=N1)CC1=CC(=NC=2N1N=CC2)C)C